17-methylstearic acid CC(CCCCCCCCCCCCCCCC(=O)O)C